C(C)(C)(C)OC(=O)N1C(C(C2=NNC(C=3C=C(C=C1C23)F)=O)NN)C2=C(C=C(C=C2)F)F 5-fluoro-9-hydrazino-8-(2,4-difluorophenyl)-8,9-dihydro-2H-pyrido[4,3,2-de]phthalazin-3(7H)-one-7-carboxylic acid tert-butyl ester